(4S,5R,6R)-5-acetylamino-4-amino-6-[(1R,2R)-2,3-dihydroxy-1-methoxypropyl]-5,6-dihydro-4H-pyran-2-carboxylic acid ethyl ester sulfate S(=O)(=O)(O)O.C(C)OC(=O)C=1O[C@H]([C@@H]([C@H](C1)N)NC(C)=O)[C@@H]([C@@H](CO)O)OC